2-[3-(aminomethyl)-2-fluoro-6-(trifluoromethyl)phenyl]-5,6-dimethylpyrimidine NCC=1C(=C(C(=CC1)C(F)(F)F)C1=NC(=C(C=N1)C)C)F